NC=1C(NC2=CC=C(C=C2C1C1=C2C=CNC2=CC=C1)Cl)=O 3-Amino-6-chloro-4-(1H-indol-4-yl)-1H-quinolin-2-one